CN(C1=NN(C(C=2N1C=1C=C(C=CC1C2)F)=O)CC(=O)[O-])C.[Li+] lithium 2-(4-(dimethylamino)-7-fluoro-1-oxo-[1,2,4]triazino[4,5-a]indol-2(1H)-yl)acetate